COC1=C(N=NC(=C1)C=1C=NN(C1)C1OCCCC1)NCC1=CC=C(C=C1)OC methoxy-N-[(4-methoxyphenyl)methyl]-6-(1-tetrahydropyran-2-ylpyrazol-4-yl)pyridazin-3-amine